C[C@@H]1CNC(C=2N1C1=C(C2)C=CC(=N1)C(=O)NC1=C(C=C(C=C1)N1CC(NCC1)C)S(N)(=O)=O)=O (R)-9-methyl-N-(4-(3-methylpiperazin-1-yl)-2-sulfamoylphenyl)-6-oxo-6,7,8,9-tetrahydropyrido[3',2':4,5]pyrrolo[1,2-a]pyrazine-2-carboxamide